allyloxyhydroxyl-ammonium C(C=C)O[NH2+]O